4-amino-2-(3-aminoprop-1-yn-1-yl)benzoic acid NC1=CC(=C(C(=O)O)C=C1)C#CCN